C(CCCCCC\C=C/C\C=C/CCCCC)C(O[Si](OCCCCCCN(C1OCC(C(C1O)O)O)C1OCC(C(C1O)O)O)(C)C)OCCCCCCCC\C=C/C\C=C/CCCCC 2,2'-(((20Z,23Z)-10-((8Z,11Z)-heptadeca-8,11-dien-1-yl)-8,8-dimethyl-7,9,11-trioxa-8-silanonacosa-20,23-dien-1-yl)azanediyl)bis(tetrahydro-2H-pyran-3,4,5-triol)